N-(3-(2-hydroxy-3-((3-(2-methoxyphenyl)allyl)amino)propoxy)phenyl)benzamide OC(COC=1C=C(C=CC1)NC(C1=CC=CC=C1)=O)CNCC=CC1=C(C=CC=C1)OC